N-(2-carbonylpropyl)-2-thiophenecarboxamide C(=O)=C(CNC(=O)C=1SC=CC1)C